2-(3-fluorophenyl)-3-(phenylseleno)-4H-pyridine FC=1C=C(C=CC1)C1=NC=CCC1[Se]C1=CC=CC=C1